CO[C@H]1[C@@H](COCC1)NCC1=NC=C(C=C1)C(F)(F)F (3R,4R)-4-methoxy-N-((5-(trifluoromethyl)pyridin-2-yl)-methyl)tetrahydro-2H-pyran-3-amine